sodium bisulphite S([O-])(O)=O.[Na+]